FC1=C(C(=CC=C1F)OC)C([2H])[2H] (2,3-difluoro-6-methoxyphenyl)methane-d2